8-{4-[5-Oxo-1-(3-trifluoromethyl-phenyl)-pyrrolidin-3-ylmethoxy]-phenyl}-1-propyl-1,7-dihydro-purin-6-one O=C1CC(CN1C1=CC(=CC=C1)C(F)(F)F)COC1=CC=C(C=C1)C1=NC=2N=CN(C(C2N1)=O)CCC